C(C)OC(CN1C(=C(C(C=2C1=NC1=C(N2)C=C(S1)C)=O)N1CCN(CC1)C(=O)OC(C)(C)C)CC)=O tert-butyl 4-(8-(2-ethoxy-2-oxoethyl)-7-ethyl-2-methyl-5-oxo-5,8-dihydropyrido[2,3-b]thieno[3,2-e]pyrazin-6-yl)piperazine-1-carboxylate